1-((3-(3-fluorophenyl)isoxazol-5-yl)methyl)-4-(1-methylcyclobutyl)piperazine-2,3-dione FC=1C=C(C=CC1)C1=NOC(=C1)CN1C(C(N(CC1)C1(CCC1)C)=O)=O